NC1=NC2=CC=C(C=C2C=C1C)C(=O)N(CC1=NC=C(C=C1)C(F)(F)F)CC#C 2-amino-3-methyl-N-(2-propyn-1-yl)-N-((5-(trifluoromethyl)-2-pyridinyl)methyl)-6-quinolinecarboxamide